ClC=1C(=C(C=CC1)NC(=O)NC1=CC(=CC=C1)SC)CO 1-(3-chloro-2-hydroxymethylphenyl)-3-(3-methylsulphanylphenyl)urea